1-tert-butyl 2-methyl (2R)-pyrrolidine-1,2-dicarboxylate N1([C@H](CCC1)C(=O)OC)C(=O)OC(C)(C)C